O=C1NC(CCC1N1C(C2=CC=CC(=C2C1=O)NCC1=CC=CC=C1)=O)=O 2-(2,6-dioxo(3-piperidyl))-4-(benzylamino)isoindoline-1,3-dione